4-(3-methyl-1-(2-(prop-1-en-2-yl)phenyl)-4,5-dihydro-2H-benzo[e]isoindol-2-yl)phenol CC=1N(C(=C2C3=C(CCC12)C=CC=C3)C3=C(C=CC=C3)C(=C)C)C3=CC=C(C=C3)O